ClC=1C=C(C=C(C1F)Cl)C1(CC(=NO1)C=1C2=C(C(=NC1)C(=O)N[C@@H](C(=O)NC)C)CCC2)C(F)(F)F 4-[5-(3,5-dichloro-4-fluorophenyl)-4,5-dihydro-5-(trifluoromethyl)-3-isoxazolyl]-6,7-dihydro-N-[(1R)-1-methyl-2-(methylamino)-2-oxoethyl]-5H-cyclopenta[c]pyridine-1-carboxamide